5'-fluoro-2'-[(2R)-3-hydroxy-2-methylpropyl]-2',3'-dihydrospiro[cyclohexane-1,1'-isoindol]-4-one FC=1C=C2CN(C3(C2=CC1)CCC(CC3)=O)C[C@H](CO)C